N-((1R,3r,5S,6r)-3-(6-chloro-1H-indazol-4-yl)-3-hydroxybicyclo[3.1.0]hexan-6-yl)-6-fluoroquinoline-4-carboxamide ClC1=CC(=C2C=NNC2=C1)C1(C[C@H]2C([C@H]2C1)NC(=O)C1=CC=NC2=CC=C(C=C12)F)O